N-(3-chloro-4-((6-cyanopyridin-2-yl)methoxy)phenyl)-4-(4-fluoro-1-isopropyl-2-methyl-1H-benzimidazol-6-yl)pyrimidin-2-amine ClC=1C=C(C=CC1OCC1=NC(=CC=C1)C#N)NC1=NC=CC(=N1)C=1C=C(C2=C(N(C(=N2)C)C(C)C)C1)F